ClC1=C(C=CC=C1)N1N=NC2=C1C=CC(=C2C(C)C)C(=O)N[C@H]2CCC1=CC=CC=C21 1-(2-Chlorophenyl)-N-[(1S)-2,3-dihydro-1H-inden-1-yl]-4-(propan-2-yl)-1H-benzotriazole-5-carboxamide